5-(4-Chlorophenyl)-2-methyl-4-(trifluoromethyl)-5H-indeno[1,2-b]pyridine ClC1=CC=C(C=C1)C1C2=CC=CC=C2C2=NC(=CC(=C21)C(F)(F)F)C